FC1=CC=C(CCNC(=O)C=2N=C(OC2C2=C(C=CC=C2)[N+](=O)[O-])C2=CC=C(C=C2)C(F)(F)F)C=C1 (4-fluorophenethyl)-5-(2-nitrophenyl)-2-(4-(trifluoromethyl)phenyl)oxazole-4-carboxamide